(2S,3R)-N-(2-amino-3-fluoro-4-((4-hydroxybenzyl)amino)phenyl)-2,3-difluorodecanamide NC1=C(C=CC(=C1F)NCC1=CC=C(C=C1)O)NC([C@@H]([C@@H](CCCCCCC)F)F)=O